CN(C1=CC=C(C=N1)C=1C(=C(C(=CC1)O)N1CC(NS1(=O)=O)=O)F)C 5-(3-(6-(dimethylamino)pyridin-3-yl)-2-fluoro-6-hydroxyphenyl)-1,2,5-thiadiazolidin-3-one 1,1-dioxide